(R)-2-methyl-N-((R)-1-(2-methyl-5-nitro-3-(trifluoromethyl)phenyl)ethyl)propane-2-sulfinamide CC(C)(C)[S@@](=O)N[C@H](C)C1=C(C(=CC(=C1)[N+](=O)[O-])C(F)(F)F)C